N[C@H](C1=CC=CC=C1)CO |r| (R) and (S)-phenylglycinol